1-(4-(1-tosyl-1H,1'H-[3,5'-bipyrrolo[2,3-b]pyridin]-5-yl)benzyl)piperidin-3-ol S(=O)(=O)(C1=CC=C(C)C=C1)N1C=C(C=2C1=NC=C(C2)C2=CC=C(CN1CC(CCC1)O)C=C2)C=2C=C1C(=NC2)NC=C1